BrC1=CC=C(C2=CC=CC=C12)C1=C2C=CC=NC2=C2N=CC=CC2=C1 5-(4-bromonaphthalen-1-yl)-1,10-phenanthroline